N1(C=NC=C1)C1C(=C(C(CC1)(C)C)/C=C/C(=C/C=C/C(=C\C(=O)NC1=CC=C(C=C1)C(F)(F)F)/C)/C)C (2Z,4E,6E,8E)-9-(3-(1H-imidazol-1-yl)-2,6,6-trimethylcyclohex-1-en-1-yl)-3,7-dimethyl-N-(4-(trifluoromethyl)phenyl)nona-2,4,6,8-tetraenamide